methyl 5-cyano-4-[5-[(3,4-difluorophenyl)methylcarbamoyl]-2-thienyl]-2-hydroxy-6-isobutyl-1,4-dihydropyridine-3-carboxylate C(#N)C=1C(C(=C(NC1CC(C)C)O)C(=O)OC)C=1SC(=CC1)C(NCC1=CC(=C(C=C1)F)F)=O